O1C=CC2=C1C=C(C=C2)C(=O)N2CC1=CC(=C(C(=C1CC2)Cl)C(=O)N[C@H](C(=O)OC(C)OC(CSC(C)=O)=O)CC2=CC(=CC=C2)S(=O)(=O)C)Cl 1-(2-acetylsulfanylacetyl)oxyethyl (2S)-2-[[2-(benzofuran-6-carbonyl)-5,7-dichloro-3,4-dihydro-1H-isoquinoline-6-carbonyl]amino]-3-(3-methylsulfonylphenyl)propanoate